N-[(3S)-9-fluoro-2-oxo-5-phenyl-1,3-dihydro-1,4-benzodiazepin-3-yl]-2-(1-propan-2-ylpyrazol-4-yl)pyrazolo[1,5-a]pyrimidine-3-carboxamide FC1=CC=CC=2C(=N[C@@H](C(NC21)=O)NC(=O)C=2C(=NN1C2N=CC=C1)C=1C=NN(C1)C(C)C)C1=CC=CC=C1